C(C)OC(=O)C=1N=C2N(N=C(C=C2)C=2C=NN(C2)C)C1 6-(1-methyl-1H-pyrazol-4-yl)imidazo[1,2-b]pyridazine-2-carboxylic acid ethyl ester